methyl L-threoninate hydrochloride Cl.N[C@@H]([C@H](O)C)C(=O)OC